C1(CC1)C[C@H](C(=O)N[C@@H](C)C1=C(C=C(C=C1)F)F)N1C(NC2=CC=CC=C2C1=O)=O |o1:4| (2R*)-3-Cyclopropyl-N-[(1S)-1-(2,4-difluorophenyl)ethyl]-2-(2,4-dioxo-1H-quinazolin-3-yl)propanamide